5-(1H-imidazol-1-yl)-2-(5-(((1R,3S,5S)-8-methyl-8-azabicyclo[3.2.1]octan-3-yl)oxy)-1,3,4-thiadiazol-2-yl)phenol N1(C=NC=C1)C=1C=CC(=C(C1)O)C=1SC(=NN1)OC1C[C@H]2CC[C@@H](C1)N2C